3-bicyclo[1.1.1]pentylhydrazine dihydrochloride Cl.Cl.C12CC(C1)(C2)NN